CN(C)[P+](N(C)C)(N(C)C)N(C)C.[Zr+4] zirconium tetrakis(dimethylamino)phosphonium